1-(2-fluorophenyl)-1H-pyrazol FC1=C(C=CC=C1)N1N=CC=C1